(E)-1-(2-(benzyloxy)-5-(2-fluoro-4-nitrophenoxy)phenyl)-3-(dimethylamino)prop-2-en C(C1=CC=CC=C1)OC1=C(C=C(C=C1)OC1=C(C=C(C=C1)[N+](=O)[O-])F)C\C=C\N(C)C